ClC1=CC=2N(C=C1)C=NC2C(=O)Cl 7-chloroimidazo[1,5-a]pyridine-1-carbonyl chloride